(S)-1-(2-((6-chloro-1H-pyrazolo[3,4-d]pyrimidin-1-yl)methyl)-2-methylpyrrolidin-1-yl)ethan-1-one ClC1=NC=C2C(=N1)N(N=C2)C[C@]2(N(CCC2)C(C)=O)C